CC=1C=C(C=C2N=CC=NC12)CNC=1C=NC=CC1O[C@H]1CNCC1 (R)-N-((8-methylquinoxalin-6-yl)methyl)-4-(pyrrolidin-3-yloxy)pyridin-3-amine